2,3,4a,6,7,8a-hexahydro-[1,4]dioxino[2,3-b][1,4]dioxine-2,3,6,7-tetrol O1C(C(OC2C1OC(C(O2)O)O)O)O